N[C@H]1C2N(CC1CC2)C(=O)C=2C=CC=1N(C2)N=C(C1C)C1=CC=2C(=NC(=CC2)C(C)O)N1CC1CC1 ((7R)-7-amino-2-azabicyclo[2.2.1]hept-2-yl)(2-(1-(cyclopropylmethyl)-6-(1-hydroxyethyl)-1H-pyrrolo[2,3-b]pyridin-2-yl)-3-methylpyrazolo[1,5-a]pyridin-6-yl)methanone